BrC1=CC=C(C=N1)C1(CN(C1)C(=O)OC(C)(C)C)O tert-butyl 3-(6-bromopyridin-3-yl)-3-hydroxyazetidine-1-carboxylate